C(C=C)(=O)N1CCC2(CC(C2)N2N=CC(=C2C)C=2C=C(C=3N(C2)N=CC3C#N)OC(CO)C3=NC=C(C=C3)F)CC1 6-(1-(7-acryloyl-7-azaspiro[3.5]nonan-2-yl)-5-methyl-1H-pyrazol-4-yl)-4-(1-(5-fluoropyridin-2-yl)-2-hydroxyethoxy)pyrazolo[1,5-a]pyridine-3-carbonitrile